methyl 3-[4-[1-(2,6-dioxo-3-piperidyl)-3-methyl-2-oxo-benzimidazol-5-yl]-1-piperidyl]cyclobutanecarboxylate O=C1NC(CCC1N1C(N(C2=C1C=CC(=C2)C2CCN(CC2)C2CC(C2)C(=O)OC)C)=O)=O